C1(CCCC1)N1N=C(C(=C1NC)C(=O)N)C1=CC=C(C=C1)CNC(C1=C(C=CC=C1)OC)=O 1-Cyclopentyl-3-[4-[[(2-methoxybenzoyl)amino]methyl]phenyl]-5-(methylamino)pyrazole-4-carboxamide